(2R,4R)-N1-(4-chlorophenyl)-N2-(5-((R)-(3-cyanophenyl)(cyclopropylmethylamino)methyl)-2-fluorophenyl)-4-hydroxypyrrolidine-1,2-dicarboxamide ClC1=CC=C(C=C1)NC(=O)N1[C@H](C[C@H](C1)O)C(=O)NC1=C(C=CC(=C1)[C@H](NCC1CC1)C1=CC(=CC=C1)C#N)F